ClC1=C(C=CC(=C1OCC1=CC=C(C=C1)OC)OCC1=CC=C(C=C1)OC)C(C(=O)O)=O 2-(2-chloro-3,4-bis((4-methoxybenzyl)oxy)phenyl)-2-oxoacetic acid